C1=CSC2=C1SC=1C3=C(SC21)C=CS3 3,4,7,8-tetrathiadicyclopenta[a,e]pentalene